C(C)(C)(C)OCC(=O)NS(=O)(=O)C=1C=C(C(=CC1Cl)F)C1=C(C(=C(C=C1F)F)F)F 2-(tert-butoxy)-N-((4-chloro-2',3',4',6,6'-pentafluoro-[1,1'-biphenyl]-3-yl)sulfonyl)acetamide